8-[1-(2,2-difluoroethyl)-1H-pyrazolo[3,4-d]pyrimidin-6-yl]-2-[4-(trifluoromethyl)pyrimidin-2-yl]-2,8-diazaspiro[4.5]decan-3-one FC(CN1N=CC=2C1=NC(=NC2)N2CCC1(CC(N(C1)C1=NC=CC(=N1)C(F)(F)F)=O)CC2)F